FC1(C[C@@H](N(C[C@H]1C)C(C(=O)NC=1C=C(C(=NC1)OC)C(=O)N)=O)C=1C=NC(=CC1)C)F 5-[[2-[(2R,5R)-4,4-difluoro-5-methyl-2-(6-methyl-3-pyridyl)-1-piperidyl]-2-oxo-acetyl]amino]-2-methoxy-pyridine-3-carboxamide